CN1CCN(CC1)C1CN(C1)C1=CC=CC=2N(C=NC21)C(=O)NCCOC2=CC=CC=C2 4-(3-(4-Methylpiperazin-1-yl)azetidin-1-yl)-N-(2-phenoxyethyl)-1H-benzo[d]imidazole-1-carboxamide